3-hydroxy-6-methyl-4-nitropyridine OC=1C=NC(=CC1[N+](=O)[O-])C